NC1=CC(=C(C=C1Br)N1[C@@H]2CN([C@H](C1)C2)C(=O)OC(C)(C)C)F (1S,4S)-tert-butyl 5-(4-amino-5-bromo-2-fluorophenyl)-2,5-diazabicyclo[2.2.1]heptane-2-carboxylate